C(C)(C)(C)OC(C(C)(C)OC=1C(=C(C=CC1)N1C[C@@H](CCC1)C(=O)OCC)C(F)(F)F)=O ethyl (R)-1-(3-((1-(tert-butoxy)-2-methyl-1-oxopropan-2-yl)oxy)-2-(trifluoromethyl)phenyl)piperidine-3-carboxylate